NC=1C(=C(C(=CC1C)C)S(=O)(=O)O)C.OC1(CC(C1)C(=O)N1CC2(C1)CCC(CC2)C2=NN1C(C=CC=C1)=C2)C ((1s,3s)-3-hydroxy-3-methylcyclobutyl)(7-(pyrazolo[1,5-a]pyridin-2-yl)-2-azaspiro[3.5]non-2-yl)methanone amino-2,4,6-trimethylbenzenesulfonate